ClC1=C(CN2C(NC(C3=CC=C(C=C23)C(=O)NCC2=C(C=C(C=C2F)F)F)C)=O)C(=CC=C1)F 1-(2-chloro-6-fluorobenzyl)-4-methyl-2-oxo-N-(2,4,6-trifluorobenzyl)-1,2,3,4-tetrahydroquinazoline-7-carboxamide